OC(=O)C(F)(F)F.C1N(CCC2=CC=CC=C12)[C@@H]1[C@H](CN(CC1)C(=O)C1=NN2C(CN(CC2)CC(F)(F)F)=C1)O ((3S,4S)-4-(3,4-dihydroisoquinolin-2(1H)-yl)-3-hydroxypiperidin-1-yl)(5-(2,2,2-trifluoroethyl)-4,5,6,7-tetrahydropyrazolo[1,5-a]pyrazin-2-yl)methanone TFA salt